7-chloro-4-(1-(6-chloronicotinoyl)piperidin-4-yl)-1-methyl-1,4-dihydropyrido[2,3-b]pyrazine ClC1=CC2=C(N(C=CN2C)C2CCN(CC2)C(C2=CN=C(C=C2)Cl)=O)N=C1